C1CC1C(=O)NC2=CC=C(C=C2)N N-(4-aminophenyl)cyclopropanecarboxamide